FC(OC1=CC=C(C=N1)NC1=NC=CC=C1C1CCN(CC1)C(C=C)=O)(F)F 1-(4-(2-((6-(trifluoromethoxy)pyridin-3-yl)amino)pyridin-3-yl)piperidin-1-yl)prop-2-en-1-one